C(C)(C)(C)OC(=O)[C@@H]1N(CCCC1)C (R)-1-methylpiperidine-2-carboxylic acid tert-butyl ester